OB1N(N=CC2=C1C=CC=C2)C(=O)C2=CC(=CC=C2)S(=O)(=O)C (1-hydroxybenzo[d][1,2,3]diazaborinin-2(1H)-yl)(3-(methylsulfonyl)phenyl)methanone